N(C(=O)N)ONC(=O)N ureido ether